CN1C=NC=C1C1=NC(=NC(=N1)NC1=CC(=CC=C1)C(F)(F)F)C1CCN(CC1)C(=O)OC(C)(C)C tert-butyl 4-(4-(1-methyl-1H-imidazol-5-yl)-6-((3-(trifluoromethyl)phenyl)amino)-1,3,5-triazin-2-yl)piperidine-1-carboxylate